CC(C)C([C@@H](CC)C)=O |r| (±)-2,4-Dimethylhexan-3-one